[N+](=O)([O-])C1=C(C=CC=C1)NC(=O)CCN1CC(CC1)C=1SC=C(N1)C(=O)NCC1=NC=CC=C1 2-(1-{2-[(2-Nitrophenyl)carbamoyl]ethyl}pyrrolidin-3-yl)-N-(pyridin-2-ylmethyl)-1,3-thiazole-4-carboxamide